CS(=O)(=O)C=1N=CC2=C(N1)N(C(C(=C2C#C[Si](C(C)C)(C(C)C)C(C)C)C)=O)CC=2C=NOC2 2-methanesulfonyl-6-methyl-8-(1,2-oxazol-4-ylmethyl)-5-[2-(triisopropylsilyl)ethynyl]pyrido[2,3-d]pyrimidin-7-one